3-[4,4-bis-(4-fluoro-phenyl)-2-oxo-imidazolin-1-yl]-1-methyl-1-(2-oxo-2-pyridin-2-ylethyl)-pyrrolidinium FC1=CC=C(C=C1)C1(NC(N(C1)C1C[N+](CC1)(CC(C1=NC=CC=C1)=O)C)=O)C1=CC=C(C=C1)F